COC(C1=C(C=C(C=C1)F)OC=1C=C2C(=NC1C#CCCCO)N(C=C2)C(C2=CC=CC=C2)=O)=O 2-((1-benzoyl-6-(5-hydroxypentan-1-yn-1-yl)-1H-pyrrolo[2,3-b]pyridin-5-yl)oxy)-4-fluorobenzoic acid methyl ester